3-amino-4-methoxypiperidine-1-carboxylate NC1CN(CCC1OC)C(=O)[O-]